6-octyloxymethoxy-1,3-dimethylhexyllithium C(CCCCCCC)OCOCCCC(CC(C)[Li])C